(E)-3-(7-((1-(3-(3,4-Difluorophenyl)acryloyl)piperidin-4-yl)oxy)-1-methyl-1H-indazol-3-yl)piperidine-2,6-dione FC=1C=C(C=CC1F)/C=C/C(=O)N1CCC(CC1)OC=1C=CC=C2C(=NN(C12)C)C1C(NC(CC1)=O)=O